N1=CC(=CC=C1)C(C(C)NNC(NCC)=S)NNC(NCC)=S 2,2'-(1-(pyridin-3-yl)propane-1,2-diyl)bis(N-ethylhydrazine-1-thiocarboxamide)